OC1CC(C1)N1C(C(=CC2=C1N=C(N=C2)S(=O)(=O)C)N2CCN(C1=C(C=CC=C21)C)C(=O)OC(C)(C)C)=O tert-butyl 4-[8-(3-hydroxycyclobutyl)-2-methylsulfonyl-7-oxo-pyrido[2,3-d]pyrimidin-6-yl]-8-methyl-2,3-dihydroquinoxaline-1-carboxylate